2-dodecyl-6-methoxycyclohexa-2,5-diene-1,4-dione C(CCCCCCCCCCC)C=1C(C(=CC(C1)=O)OC)=O